1H-imidazo[4,5-b]pyridine-6-carboxylate N1C=NC2=NC=C(C=C21)C(=O)[O-]